2-aminoethylhexamethylenediamine NCCNCCCCCCN